Benzyl (2R,3S,5R)-2-(((4-(3-(benzyloxy)phenyl)-cyclohexyl)oxy)methyl)-3-((N,N-dimethylsulfamoyl)(4-methoxybenzyl)amino)-5-methylpyrrolidine-1-carboxylate C(C1=CC=CC=C1)OC=1C=C(C=CC1)C1CCC(CC1)OC[C@@H]1N([C@@H](C[C@@H]1N(CC1=CC=C(C=C1)OC)S(N(C)C)(=O)=O)C)C(=O)OCC1=CC=CC=C1